6-biphenyleneterephthalamide C1=CC=CC=2C3=CC(=CC=C3C12)C1=CC(=CC=C1C(=O)N)C(=O)N